C1(CCCCC1)C1C(=O)OCCCC1 cyclohexyl-ε-caprolactone